N-(1-methyl-1H-pyrazol-4-yl)-N-[(3S)-1-methylpiperidin-3-yl]amino-sulfonamide CN1N=CC(=C1)N(S(=O)=O)N[C@@H]1CN(CCC1)C